docosyl-trimethyl-ammonium chloride [Cl-].C(CCCCCCCCCCCCCCCCCCCCC)[N+](C)(C)C